5-(1,3-dioxolan-2-yl)-6-fluoroisoquinoline-8-carbaldehyde O1C(OCC1)C1=C2C=CN=CC2=C(C=C1F)C=O